C(C#C)NC(C1=CC=CC=C1)=O N-(prop-2-yne-1-yl)benzamide